N-[2-[(5-bromo-1-[[2-(trimethylsilyl)ethoxy]methyl]pyrrolo[2,3-b]pyridin-6-yl)oxy]-3,3,3-trifluoropropyl]-4-methylbenzenesulfonamide BrC=1C=C2C(=NC1OC(CNS(=O)(=O)C1=CC=C(C=C1)C)C(F)(F)F)N(C=C2)COCC[Si](C)(C)C